C(C)(C)(C)OC(N[C@@H]1[C@@H](OCC12CCN(CC2)C2=NC(=C(C(=N2)C#N)Br)C)C)=O ((3S,4S)-8-(5-bromo-4-cyano-6-methylpyrimidin-2-yl)-3-methyl-2-oxa-8-azaspiro[4.5]decan-4-yl)carbamic acid tert-butyl ester